3-[5-(6-amino-7H-purin-2-yl)-1-oxo-2,3-dihydro-1H-isoindol-2-yl]piperidine NC1=C2NC=NC2=NC(=N1)C=1C=C2CN(C(C2=CC1)=O)C1CNCCC1